C1(CCC1)C1=CC=C(C=C1)C=1N=C(NC1)C1N(CCCC1)C(C(C)SC)=O 1-(2-(4-(4-Cyclobutylphenyl)-1H-imidazol-2-yl)piperidin-1-yl)-2-(methylsulfanyl)propan-1-one